FC(C=1C(=C2N(C(CN(S2(=O)=O)CCC)C(=O)O)C(C1)=O)C1=CC(=CC=C1)C(F)(F)F)(C1=CC=CC2=CC=CC=C12)F 8-(difluoro(naphthalen-1-yl)methyl)-6-oxo-2-propyl-9-(3-(trifluoromethyl)phenyl)-3,4-dihydro-2H,6H-pyrido[1,2-e][1,2,5]thiadiazine-4-carboxylic acid 1,1-dioxide